(1R,5S)-3-(2,6,8-trifluoro-7-(3-(methoxymethoxy)-8-((triisopropylsilyl)ethynyl)naphthalene-1-yl)quinazolin-4-yl)-3,8-diazabicyclo[3.2.1]octane-8-carboxylic acid tert-butyl ester C(C)(C)(C)OC(=O)N1[C@H]2CN(C[C@@H]1CC2)C2=NC(=NC1=C(C(=C(C=C21)F)C2=CC(=CC1=CC=CC(=C21)C#C[Si](C(C)C)(C(C)C)C(C)C)OCOC)F)F